COC1=CC=C(C=C1)N1C(N(C(C1)=O)CC1=CC(=C(OC(C(=O)O)(C)C)C(=C1)C)C)=O 2-(4-((3-(4-Methoxyphenyl)-2,5-dioxoimidazolin-1-yl)methyl)-2,6-dimethylphenoxy)-2-meth-ylpropionic acid